5-bromo-2-((6-cyclopropylpyridin-3-yl)methoxy)-3-ethoxypyridine BrC=1C=C(C(=NC1)OCC=1C=NC(=CC1)C1CC1)OCC